1-(4-(4-amino-7-methyl-5-(4-((4-methylpyrimidin-2-yl)oxy)phenyl)-7H-pyrrolo[2,3-d]pyrimidin-6-yl)phenyl)-1H-pyrrole-2,5-dione NC=1C2=C(N=CN1)N(C(=C2C2=CC=C(C=C2)OC2=NC=CC(=N2)C)C2=CC=C(C=C2)N2C(C=CC2=O)=O)C